C(N)(=N)C=1C=C2C(=CC(=CC2=CC1)C(=O)OC)NC(C1=C(C(=CC=C1)O)C)=O methyl 6-carbamimidoyl-4-(3-hydroxy-2-methylbenzamido)naphthalene-2-carboxylate